CC1COC2=CC(=CC=C2C1=O)O[C@@H](C1=CC=NC=C1)C1=C(C#N)C=CC=C1 ((S)-((3-Methyl-4-oxochroman-7-yl)oxy)(pyridin-4-yl)methyl)benzonitrile